ClC=1C(=NC=C(C1)F)C=O 3-CHLORO-5-FLUOROPICOLINALDEHYDE